OCCCC[C@H]1CN(CCC1)C(=O)OC(C)(C)C tert-butyl (3R)-3-(4-hydroxybutyl)piperidine-1-carboxylate